The molecule is an oxo-5beta-cholanic acid that is ursodeoxycholic acid carrying an additional oxo substituent at position 12. It is an oxo-5beta-cholanic acid, a 12-oxo steroid, a 7beta-hydroxy steroid and a 3alpha-hydroxy steroid. It derives from an ursodeoxycholic acid. It is a conjugate acid of a 3alpha,7beta-dihydroxy-12-oxo-5beta-cholanate. C[C@H](CCC(=O)O)[C@H]1CC[C@@H]2[C@@]1(C(=O)C[C@H]3[C@H]2[C@H](C[C@H]4[C@@]3(CC[C@H](C4)O)C)O)C